1-(4-((3R,4R)-3-cyclobutyl-7-hydroxyisochroman-4-yl)phenyl)piperidine-4-carbaldehyde C1(CCC1)[C@H]1OCC2=CC(=CC=C2[C@H]1C1=CC=C(C=C1)N1CCC(CC1)C=O)O